(2-(pentyloxy)vinyl)benzene C(CCCC)OC=CC1=CC=CC=C1